ClC1=CC=C(CN2CCC(CC2)C=2C=C3CN(C(C3=CC2)=O)C2C(NC(CC2)=O)=O)C=C1 3-(5-(1-(4-chlorobenzyl)piperidin-4-yl)-1-oxoisoindolin-2-yl)piperidine-2,6-dione